N4-(2,6-difluorophenyl)-6-(1-fluoro-1-Methyl-ethyl)-1,3,5-triazine-2,4-diamine FC1=C(C(=CC=C1)F)NC1=NC(=NC(=N1)C(C)(C)F)N